ClC1=CC=C(C=C1)C1=CC=C(O1)C=C1C(C2=C(S1)C=CC=C2)=O 2-[[5-(4-Chlorophenyl)-2-furanyl]methylene]benzo[b]thiophen-3(2H)-one